The molecule is a member of the class of pyrrolines that is 1-pyrroline substituted at position 2 by a methyl group. It is an imine and a pyrroline. It is a conjugate base of a 2-methyl-1-pyrrolinium. CC1=NCCC1